C1(CC1)C1=C(C(=NO1)C1=C(C=CC=C1Cl)Cl)CO[C@H]1[C@@H]2C(N([C@H](C1)C2)C=2C=C1CC(CC1=CC2)C(=O)O)=O 5-[(1S,4R,5R)-5-{[5-cyclopropyl-3-(2,6-dichlorophenyl)-1,2-oxazol-4-yl]methoxy}-3-oxo-2-azabicyclo[2.2.1]heptan-2-yl]-2,3-dihydro-1H-indene-2-carboxylic acid